2-Cyclopropyl-N-[(3,4-difluoro-phenyl)-methyl]-4-methyl-6-morpholin-4-yl-pyridine-3-carboxylic acid amide C1(CC1)C1=NC(=CC(=C1C(=O)NCC1=CC(=C(C=C1)F)F)C)N1CCOCC1